ClC=1C=C(C(=NC1)N1C(C(N(C(C1)=O)CC1=CC=C(C=C1)C(F)(F)F)C12CC(C1)(C2)C(=O)OC)=O)F methyl 3-(4-(5-chloro-3-fluoropyridin-2-yl)-3,6-dioxo-1-(4-(trifluoromethyl)benzyl) piperazin-2-yl)bicyclo[1.1.1]pentane-1-carboxylate